C(C)SC=1C=C2CCN(C(C2=CC1)C(=O)OCC)C(=O)OC(C)(C)C 1-ethyl 2-tert-butyl 6-(ethylthio)-3,4-dihydroisoquinoline-1,2(1H)-dicarboxylate